NC=1C(=NNC1N)C(C)O 4,5-diamino-1-hydroxyethylpyrazol